8-fluoro-1H-benzo[d][1,2,6]oxazaborinine-1,7-diol FC1=C(C=CC=2C=NOB(C21)O)O